5-ethyl-3-methyl-5-[(3-methyl-6-nitro-2-oxo-benzimidazol-1-yl)methyl]oxazolidin-2-one C(C)C1(CN(C(O1)=O)C)CN1C(N(C2=C1C=C(C=C2)[N+](=O)[O-])C)=O